tert-butyl (S)-(3-(3-chlorophenyl)-1-(methoxy(methyl)amino)-1-oxopropan-2-yl)carbamate ClC=1C=C(C=CC1)C[C@@H](C(=O)N(C)OC)NC(OC(C)(C)C)=O